N-(2-amino-5-chlorophenyl)-2-(2-methoxyphenyl)-2-(1-oxoisoindol-2-yl)acetamide ethyl-2-[1-(3-bromophenyl)-3-methyl-cyclobutyl]acetate C(C)OC(CC1(CC(C1)C)C1=CC(=CC=C1)Br)=O.NC1=C(C=C(C=C1)Cl)NC(C(N1C(C2=CC=CC=C2C1)=O)C1=C(C=CC=C1)OC)=O